N-(2-((5-cyano-4-((4-fluoro-2-isopropoxyphenyl)amino)pyrimidin-2-yl)amino)-5-(4-(4-methyl-2-oxopiperazin-1-yl)piperidin-1-yl)phenyl)acrylamide C(#N)C=1C(=NC(=NC1)NC1=C(C=C(C=C1)N1CCC(CC1)N1C(CN(CC1)C)=O)NC(C=C)=O)NC1=C(C=C(C=C1)F)OC(C)C